COC(C1=C(C(=C(C(=C1O)C)OCC1=CC=CC=C1)F)C)=O.C(CCC\C=C/CC)C1CCC(O1)=O 5-[(Z)-oct-5-enyl]oxolan-2-one methyl-4-(benzyloxy)-3-fluoro-6-hydroxy-2,5-dimethylbenzoate